4-(4-(((R)-1-(3-(difluoromethyl)-2-fluorophenyl)ethyl)amino)-2-methyl-7-oxo-7,8-dihydropyrido[2,3-d]pyrimidin-6-yl)-N-methyl-cyclohex-3-ene-1-carboxamide FC(C=1C(=C(C=CC1)[C@@H](C)NC=1C2=C(N=C(N1)C)NC(C(=C2)C2=CCC(CC2)C(=O)NC)=O)F)F